FC1=C(C=CC=C1)C=1N=C(SC1C(=O)O)N1CCC(CC1)C(N(C)CCCC(=O)OC)=O 2-fluorophenyl-2-(4-((4-methoxy-4-oxobutyl)(methyl)carbamoyl)piperidin-1-yl)thiazole-5-carboxylic acid